OC(CNC(=O)C=1C(N(N=C(C1)C1=CC=C(C=C1)C(F)(F)F)C=1C=NNC1)=O)(C)C N-(2-Hydroxy-2-methylpropyl)-3-oxo-2-(1H-pyrazol-4-yl)-6-[4-(trifluoromethyl)phenyl]-2,3-dihydropyridazine-4-carboxamide